4-[4-(benzyloxy)-2-methoxy-6-methylbenzoyloxy]-3-bromo-2-hydroxy-5,6-dimethylbenzoic acid C(C1=CC=CC=C1)OC1=CC(=C(C(=O)OC2=C(C(=C(C(=O)O)C(=C2C)C)O)Br)C(=C1)C)OC